(E)-ethyl 4-(4-((3-(2-chloropyridin-4-yl)acryloyl)oxy)phenyl)-6-methyl-2-oxo-1,2,3,4-tetrahydropyrimidine-5-carboxylate ClC1=NC=CC(=C1)/C=C/C(=O)OC1=CC=C(C=C1)C1NC(NC(=C1C(=O)OCC)C)=O